[3,4-Bis(acetyloxy)-6-{2-[2-(2-azidoethoxy)ethoxy]ethoxy}-5-acetamidooxan-2-yl]methyl acetate C(C)(=O)OCC1OC(C(C(C1OC(C)=O)OC(C)=O)NC(C)=O)OCCOCCOCCN=[N+]=[N-]